N1-(9,9-dimethyl-9H-fluoren-2-yl)-N4,N4-diphenylbenzene-1,4-diamine CC1(C2=CC=CC=C2C=2C=CC(=CC12)NC1=CC=C(C=C1)N(C1=CC=CC=C1)C1=CC=CC=C1)C